C(C=C)(=O)O.C(C=C)(=O)O.C(C=C)(=O)O.C(O)C(CC)(CO)CO (trimethylolpropane) triacrylate